ClC1=CC(=C(C=N1)C=1C=NN(C1)CC(C)(O)C)OC 1-(4-(6-chloro-4-methoxypyridin-3-yl)-1H-pyrazol-1-yl)-2-methylpropan-2-ol